N-((1s,3s)-3-(6-((4-(2-(4-(2-(2,6-dioxopiperidin-3-yl)-1,3-dioxoisoindolin-5-yl)piperazin-1-yl)-7-azaspiro[3.5]nonan-7-yl)phenyl)amino)-9H-purin-9-yl)cyclobutyl)-2-phenylacetamide O=C1NC(CC[C@@H]1N1C(C2=CC=C(C=C2C1=O)N1CCN(CC1)C1CC2(C1)CCN(CC2)C2=CC=C(C=C2)NC2=C1N=CN(C1=NC=N2)C2CC(C2)NC(CC2=CC=CC=C2)=O)=O)=O